NCC=1C=C2CCN(CC2=CC1)C(=O)OC(C)(C)C tert-butyl 6-(aminomethyl)-3,4-dihydro-1H-isoquinoline-2-carboxylate